The molecule is an alpha-amino acid ester that is the methyl ester of histidine. It has a role as a metabolite. It is an alpha-amino acid ester, a histidine derivative and a methyl ester. COC(=O)C(CC1=CN=CN1)N